[C@H]12[C@@H](C[C@H](CC1)C2)NC(CN2C(C(=CC=C2)NC([C@H](CCC(C(=O)N)=O)NC(=O)C=2OC1=C(C2C)C=CC=C1)=O)=O)=O (S)-N1-(1-(2-((1S,2R,4R)-bicyclo[2.2.1]heptan-2-ylamino)-2-oxoethyl)-2-oxo-1,2-dihydropyridin-3-yl)-2-(3-methylbenzofuran-2-carboxamido)-5-oxohexanediamide